ICCCCCCCCCCCCCC iodo-n-tetradecane